α-methyl-cyclopropanemethanol CC(O)C1CC1